3-(but-2-yn-1-yloxy)-5-(5-methyl-1,3-thiazol-2-yl)benzoic acid C(C#CC)OC=1C=C(C(=O)O)C=C(C1)C=1SC(=CN1)C